O1CCN(CC1)C1=CC=2SCC[C@H]3N(C2N=C1)CCNC3 (R)-3-morpholino-6,7,7a,8,10,11-hexahydro-9H-pyrazino[1,2-d]pyrido[3,2-b][1,4]thiazepin